5-((5-((3S,4S)-4-amino-3-methyl-2-oxa-8-azaspiro[4.5]decan-8-yl)pyrazin-2-yl)thio)-7-methoxybenzo[c][1,2]oxaborol-1(3H)-ol N[C@@H]1[C@@H](OCC12CCN(CC2)C=2N=CC(=NC2)SC2=CC1=C(B(OC1)O)C(=C2)OC)C